6-{(difluoromethyl)thio}-N2,N4-diisopropyl-1,3,5-triazine-2,4-diamine FC(SC1=NC(=NC(=N1)NC(C)C)NC(C)C)F